6-amino-N-{2-[3-amino-4-(methoxymethyl)pyrrolidin-1-yl]-4-fluoro-5,6,7,8-tetrahydroquinolin-6-yl}-2-methylthieno[2,3-d][1,3]thiazole-5-carboxamide NC1=C(SC=2N=C(SC21)C)C(=O)NC2CC=1C(=CC(=NC1CC2)N2CC(C(C2)COC)N)F